ethyl 9-bromo-1-(4-fluorophenyl)-8-methoxy-5,6-dihydroimidazo[5,1-a]isoquinoline-3-carboxylate BrC1=C(C=C2CCN3C(C2=C1)=C(N=C3C(=O)OCC)C3=CC=C(C=C3)F)OC